N-methyl-N-(2-methylbutyl)-5-(4,4,5,5-tetramethyl-1,3,2-dioxaborolan-2-yl)pyrimidin-2-amine CN(C1=NC=C(C=N1)B1OC(C(O1)(C)C)(C)C)CC(CC)C